COC(C1=CC(=CC=C1)O)=C1C2CC3CC(CC1C3)C2 2-(alpha-methoxy-3-hydroxybenzylidene)adamantane